rac-N-[2-(5-bromo-2-cyano-4-fluoro-phenoxy)propyl]carbamic acid tert-butyl ester C(C)(C)(C)OC(NC[C@@H](C)OC1=C(C=C(C(=C1)Br)F)C#N)=O |r|